FCC(CNC1=CC2=C(N=C(S2)C2=CC=C(C=C2)C=2C=CC(=NC2)N(C(OC(C)(C)C)=O)C)C=C1)O tert-Butyl N-[5-[4-[6-[(3-fluoranyl-2-oxidanyl-propyl)amino]-1,3-benzothiazol-2-yl]phenyl]pyridin-2-yl]-N-methyl-carbamate